ClC1=CC(=CN=N1)NCC1=CC=C(CN2C(C=CC=C2)=O)C=C1 1-(4-(((6-chloropyridazin-4-yl)amino)methyl)benzyl)pyridin-2(1H)-one